(R)-2-(8-isopropyl-5-oxothieno[3',2':4,5]pyrrolo[1,2-d][1,2,4]triazin-6(5H)-yl)-N-(1-(oxetan-3-yl)piperidin-3-yl)acetamide C(C)(C)C1=NN(C(C=2N1C1=C(C2)C=CS1)=O)CC(=O)N[C@H]1CN(CCC1)C1COC1